OCC1CCC(CC1)C(C)(C)O 2-(4-(hydroxymethyl)cyclohexyl)propan-2-ol